C1(CCCCC1)N1CN=C(N=C1)N[C@@H](C)C1=C(C=CC(=C1)C)F (S)-3-Cyclohexyl-6-((1-(2-fluoro-5-methylphenyl)ethyl)amino)-1,3,5-triazine